[Zn].C(NC(=O)C=1N=NC(=CC1)NC(CC(C)C)=O)([2H])([2H])[2H] N-(2H3)Methyl-6-(3-methylbutyrylamino)pyridazine-3-carboxamide zinc